isovaleryl terephthalate C(C1=CC=C(C(=O)[O-])C=C1)(=O)OC(CC(C)C)=O